CC=1SC=C(C1)C(=O)O methyl-4-carboxythiophene